1-(bis(dimethylamino)methylene)-1H-1,2,3-triazolo[4,5-b]pyridinium 3-oxid hexafluorophosphate F[P-](F)(F)(F)(F)F.CN(C)C(=[N+]1N=[N+](C2=NC=CC=C21)[O-])N(C)C